linoleamidopropyl-dimethylamine C(CCCCCCC\C=C/C\C=C/CCCCC)(=O)NCCCN(C)C